sodium triacontanolate C(CCCCCCCCCCCCCCCCCCCCCCCCCCCCC)[O-].[Na+]